ClC1=C(C(=CC=C1NC)[N+](=O)[O-])C1=CC=CC=C1 2-chloro-N-methyl-6-nitro-[1,1'-biphenyl]-3-amine